3-methyl-N-(1-(4-(trifluoro-methyl)benzyl)-1H-indazol-3-yl)-1H-pyrazole-4-carboxamide CC1=NNC=C1C(=O)NC1=NN(C2=CC=CC=C12)CC1=CC=C(C=C1)C(F)(F)F